C1N(CC12CCNCC2)C2=CC=C(C=N2)B(O)O (6-(2,7-diazaspiro[3.5]nonan-2-yl)pyridin-3-yl)boronic acid